COC1=C(N)C=C(C=C1)C=1C=NN(C1)C 2-methoxy-5-(1-methyl-1H-pyrazol-4-yl)aniline